diethyl pyridine-6,6-dicarboxylate sodium [Na].N1C=CC=CC1(C(=O)OCC)C(=O)OCC